4-(2-(((3-chlorophenyl)methyl)sulfonamido)-4-(4-(4-((5-(trifluoromethyl)pyridin-2-yl)oxy)phenyl)piperidine-1-carbonyl)phenyl)-1-ethylpiperazin-1-ium (S)-2-hydroxypropanoate O[C@H](C(=O)[O-])C.ClC=1C=C(C=CC1)CS(=O)(=O)NC1=C(C=CC(=C1)C(=O)N1CCC(CC1)C1=CC=C(C=C1)OC1=NC=C(C=C1)C(F)(F)F)N1CC[NH+](CC1)CC